11-mercaptoundecylphosphonic acid SCCCCCCCCCCCP(O)(O)=O